N1CC(C1)NC(CCC1=C(C(=O)N[C@H](C)C2=CC=CC3=CC=CC=C23)C=CC=C1)=O 2-[3-(Azetidin-3-ylamino)-3-oxo-propyl]-N-[(1R)-1-(1-naphthyl)ethyl]benzamide